C(C=CC1=CC=CC=C1)(=O)OC(CC)(CCCC(C)C)C 3,7-dimethyloctan-3-yl cinnamate